sodium 4,4-difluorocyclohexanesulfinate (E)-ethyl-10-((tert-butyldiphenylsilyl)oxy)dec-2-enoate C(C)OC(\C=C\CCCCCCCO[Si](C1=CC=CC=C1)(C1=CC=CC=C1)C(C)(C)C)=O.FC1(CCC(CC1)S(=O)[O-])F.[Na+]